tert-butyl (2-(3-(1-hydroxy-2-methylpropyl)pyridin-2-yl)ethyl)carbamate OC(C(C)C)C=1C(=NC=CC1)CCNC(OC(C)(C)C)=O